FC1(C2CN(CC2C1)C1=CC2=C(CC(O2)(C)C)C=C1NC(=O)C=1C=NN2C1N=CC=C2)F N-(6-(6,6-difluoro-3-azabicyclo[3.2.0]heptan-3-yl)-2,2-dimethyl-2,3-dihydrobenzofuran-5-yl)pyrazolo[1,5-a]pyrimidine-3-carboxamide